2-(6-((2-((4-(4-cyclopropylpiperidin-1-yl)-3-methoxyphenyl)amino)-5-methylthieno[2,3-d]pyrimidine-4-yl)amino)pyridin-2-yl)propan-2-ol C1(CC1)C1CCN(CC1)C1=C(C=C(C=C1)NC=1N=C(C2=C(N1)SC=C2C)NC2=CC=CC(=N2)C(C)(C)O)OC